6-{1-Pyrrolidinyl[4-(Trifluoromethyl)phenyl]methyl}-1,3-Benzodioxol N1(CCCC1)C(C=1C=CC2=C(OCO2)C1)C1=CC=C(C=C1)C(F)(F)F